4-amino-4,6-dideoxyglucose tert-butyl-((6-chloro-2-methoxypyridin-3-yl)methyl)carbamate C(C)(C)(C)N(C(O)=O)CC=1C(=NC(=CC1)Cl)OC.N[C@@H]([C@@H]([C@H](C=O)O)O)[C@H](O)C